NCC1=CC(=C(C=C1)NC(=O)C1=CC2=C(OCCC3=C2SC=C3)C=C1C=1C(=NC(=CC1)C(NCCC)=O)C(=O)O)C(NCCC(C)C)=O 3-(9-((4-(aminomethyl)-2-(isopentylcarbamoyl)phenyl)carbamoyl)-4,5-dihydrobenzo[b]thieno[2,3-d]oxepin-8-yl)-6-(propylcarbamoyl)picolinic acid